CC=1C(=CC(=NC1N1N=CC=C1)C(=O)NC1CCOCC1)CC=1C=NC(=CC1)C1=NN(C=C1)C 5-methyl-4-((6-(1-methyl-1H-pyrazol-3-yl)pyridin-3-yl)methyl)-6-(1H-pyrazol-1-yl)-N-(tetrahydro-2H-pyran-4-yl)picolinamide